1-(4-(4-(1-(4-amino-5-methoxy-2-(1-methyl-1H-pyrazol-4-yl)phenyl)piperidin-4-yl)piperazin-1-yl)phenyl)dihydropyrimidine-2,4(1H,3H)-dione NC1=CC(=C(C=C1OC)N1CCC(CC1)N1CCN(CC1)C1=CC=C(C=C1)N1C(NC(CC1)=O)=O)C=1C=NN(C1)C